BrC1=C(N(N=C1)C)C=1C=C(C=CC1OC)NC(=O)NC1=CC(=C(C=C1)F)F 1-[3-(4-Bromo-2-methyl-2H-pyrazol-3-yl)-4-methoxyphenyl]-3-(3,4-difluorophenyl)-urea